6-fluoro-4-methoxy-2-(2-thiazolyl)-5-(trifluoromethyl)pyrimidine FC1=C(C(=NC(=N1)C=1SC=CN1)OC)C(F)(F)F